calcium silicon fluorine [F].[Si].[Ca]